C1(=CC=CC=C1)CCCCCCCCCCCCCCCCCC(=O)C(CC)(N)N phenyloctadecanoyl-propanediamine